C(C=C)C=1C=C(C(=C(C#N)C1)C(C)(C)O)C1=CC2=C(NC=N2)C=C1 5-allyl-2-(2-hydroxypropan-2-yl)-3-(1H-Benzimidazole-5-yl)benzonitrile